5-(4-bromophenyl)-1-methyl-1,2,4-triazole BrC1=CC=C(C=C1)C1=NC=NN1C